ClC1=CC(=C(C=C1Cl)O)CO 4,5-dichloro-2-(hydroxymethyl)phenol